4-[4-(5-{[(1R,2R,3S,5S)-2-fluoro-8-azabicyclo[3.2.1]octan-3-yl](methyl)amino}pyrazin-2-yl)-3-hydroxyphenyl]-1-methyl-2,5-dihydro-1H-pyrrol-2-one F[C@@H]1[C@H]2CC[C@@H](C[C@@H]1N(C=1N=CC(=NC1)C1=C(C=C(C=C1)C1=CC(N(C1)C)=O)O)C)N2